ClC1=C(C(=CC=C1)F)CC(=O)NC1=CC(=C(C=C1)COC1=CC=C(C=C1)F)S(N)(=O)=O 2-(2-chloro-6-fluorophenyl)-N-(4-((4-fluorophenoxy)methyl)-3-sulfamylphenyl)acetamide